(3R,3aS,4R,5R,7S,9R,9aR,12R)-3-methoxy-4,7,9,12-tetramethyl-8-oxo-7-vinyldecahydro-4,9a-propanocyclopenta[8]annulen-5-yl-2-hydroxyacetate CO[C@@H]1CC[C@@]23[C@H](C([C@@](C[C@H]([C@]([C@H]21)([C@@H](CC3)C)C)C(C(=O)[O-])O)(C=C)C)=O)C